1-Hexyl-2-mesityl-N-(2,4,6-triisopropylphenyl)-1H-benzo[d]imidazol-4-amine C(CCCCC)N1C(=NC2=C1C=CC=C2NC2=C(C=C(C=C2C(C)C)C(C)C)C(C)C)C2=C(C=C(C=C2C)C)C